benzyl-mannose C(C1=CC=CC=C1)C(=O)[C@@H](O)[C@@H](O)[C@H](O)[C@H](O)CO